ClC=1C(=C(C(=O)NC[C@H]2N(CCC2)CCC(C2=CC=CC=C2)(C2=CC=CC=C2)C#N)C(=C(C1)CC)O)OC (S)-3-Chloro-N-((1-(3-cyano-3,3-diphenylpropyl)pyrrolidin-2-yl)methyl)-5-ethyl-6-hydroxy-2-methoxybenzamide